5-(2-((2-oxaspiro[3.5]nonan-7-yl)amino)-6-fluoro-4-methoxypyrrolo[2,1-f][1,2,4]triazin-5-yl)-N-methylpyrazolo[1,5-a]pyridine-3-carboxamide C1OCC12CCC(CC2)NC2=NN1C(C(=N2)OC)=C(C(=C1)F)C1=CC=2N(C=C1)N=CC2C(=O)NC